(2R,4S)-4-Phenyl-pyrrolidine-2-carboxylic acid C1(=CC=CC=C1)[C@@H]1C[C@@H](NC1)C(=O)O